4,6-di(3,12-diaza-6,9-diazoniadispiro[5.2.5.2]hexadecan-1-yl)-5-nitropyrimidine tetrachloride [Cl-].[Cl-].[Cl-].[Cl-].C1(CNCC[N+]12CC[N+]1(CCNCC1)CC2)C2=NC=NC(=C2[N+](=O)[O-])C2CNCC[N+]21CC[N+]2(CCNCC2)CC1